N-(1,1-dioxido-2,3-dihydrothiophen-3-yl)-6-isopropyl-2-methoxyquinoline-3-carboxamide O=S1(CC(C=C1)NC(=O)C=1C(=NC2=CC=C(C=C2C1)C(C)C)OC)=O